N-(1-Cyclopentyl-2-oxopyrrolidin-3-yl)-N-(3,5-dimethoxyphenyl)-2-ethynylthiazole-4-carboxamide C1(CCCC1)N1C(C(CC1)N(C(=O)C=1N=C(SC1)C#C)C1=CC(=CC(=C1)OC)OC)=O